C1(=CC=CC=C1)\C=C\C1=CC=CC=C1 (E)-1,2-diphenylethylene